4-((2S,5R)-4-(1-(4-cyclopropyl-2-fluorophenyl)propyl)-2,5-dimethylpiperazin-1-yl)-1-methyl-2-oxo-1,2-dihydropyrido[3,2-d]Pyrimidine-6-carbonitrile C1(CC1)C1=CC(=C(C=C1)C(CC)N1C[C@@H](N(C[C@H]1C)C=1C2=C(N(C(N1)=O)C)C=CC(=N2)C#N)C)F